C(C)(C)(C)OC(=O)N1CC(C1)CS(=O)(=O)C=C 3-(vinylsulfonylmethyl)azetidine-1-carboxylic acid tert-butyl ester